CC1=NN(C(C1)C(=O)OCC)C(=O)OC(C)(C)C 1-(tert-butyl) 5-ethyl 3-methyl-4,5-dihydro-1H-pyrazole-1,5-dicarboxylate